COC1=C(C(=NC=C1)OC[C@@H]1N(CCC1)C(=O)OC(C)(C)C)[N+](=O)[O-] tert-butyl (2R)-2-{[(4-methoxy-3-nitropyridin-2-yl)oxy]methyl}pyrrolidine-1-carboxylate